tert-butyl 7-[3-(2,4-dioxohexahydropyrimidin-1-yl)-1-methyl-indazol-6-yl]-4-azaspiro[2.5]oct-6-ene-4-carboxylate O=C1N(CCC(N1)=O)C1=NN(C2=CC(=CC=C12)C1=CCN(C2(CC2)C1)C(=O)OC(C)(C)C)C